C1=CC=CC=2C3=CC=CC=C3C(C12)COC(=O)N[C@@H](CC(N)=O)C(=O)O (((9H-fluoren-9-yl)methoxy)carbonyl)-L-asparagine